C(C)OC(=O)C1=NOC(=C1)CCNC(CC1=CC(=C(C=C1)Cl)Cl)=O.COC1=C(C=CC=C1)S(=O)(=O)N1CCN(CC1)C(=O)[C-]1C=CC=C1.[CH-]1C=CC=C1.[Fe+2] (4-((2-methoxyphenyl)sulfonyl)piperazin-1-yl)(ferrocenyl)methanone ethyl-5-(2-(2-(3,4-dichlorophenyl)acetamido)ethyl)isoxazole-3-carboxylate